2-methoxy-4-(2-(4-methylpiperazin-1-yl)ethoxy)benzaldehyde COC1=C(C=O)C=CC(=C1)OCCN1CCN(CC1)C